C(C)C1CCCC(N1)C1=CC(=C2CNC(C2=C1)=O)C(F)(F)F 6-(6-ethylpiperidin-2-yl)-4-(trifluoromethyl)isoindolin-1-one